benzo[1,2-d]imidazol-2-amine N1=C(NC2=C1C=CC=C2)N